CC=1C=C(SC1C)C=O 4,5-dimethylthiophen-2-carbaldehyde